7-((4-(2-methyl-6-(ethylcarbamoyl)pyridin-3-yl)piperazin-1-yl)methyl)-3,5-dihydrofuro[3,4-c]quinolin-4(1H)-one CC1=NC(=CC=C1N1CCN(CC1)CC=1C=CC=2C3=C(C(NC2C1)=O)COC3)C(NCC)=O